3,9-di(naphthalene-2-yl)perylene C1=C(C=CC2=CC=CC=C12)C=1C=CC=2C=3C=CC=C4C(=CC=C(C5=CC=CC1C52)C43)C4=CC3=CC=CC=C3C=C4